BrC1=C2C(=NC=C1)N(C(=C2)I)S(=O)(=O)C2=CC=CC=C2 4-bromo-2-iodo-1-(benzenesulfonyl)-1H-pyrrolo[2,3-b]pyridine